C(C1=CC=CC=C1)(=O)NC=1C=CC2=C(C(=CS2)C2CCN3CCCCC3CC2)C1 5-benzoylamino-3-(1-azabicyclo[5.4.0]undecan-4-yl)-benzothiophene